ClC1=NC=C(C=C1NC(=O)C=1C=NC=CC1)C N-(2-chloro-5-methylpyridin-3-yl)pyridine-3-carboxamide